9-chloro-2,3,4,5-tetrahydrobenzo[1,4]oxazepine tert-butyl-(6S)-6-[[(1S)-2-amino-2-oxo-1-[[(3S)-2-oxopyrrolidin-3-yl]methyl]ethyl]carbamoyl]-5-azaspiro[2.4]heptane-5-carboxylate C(C)(C)(C)OC(=O)N1CC2(CC2)C[C@H]1C(N[C@H](C(=O)N)C[C@H]1C(NCC1)=O)=O.ClC1=CC=CC=2CNCCOC21